methyl 1-(3,4-dichloro-phenyl)-2-oxa-5-azabicyclo[2.2.1]heptane-5-carboxylate ClC=1C=C(C=CC1Cl)C12OCC(N(C1)C(=O)OC)C2